3-[([2,3'-bipyridine]-6-yl)amino]-5-fluoro-N-[(1S,2S)-2-hydroxycyclohexyl]-4-methylbenzamide N1=C(C=CC=C1NC=1C=C(C(=O)N[C@@H]2[C@H](CCCC2)O)C=C(C1C)F)C=1C=NC=CC1